5-ethoxy-7-fluoroquinazolin-4(3H)-one C(C)OC1=C2C(NC=NC2=CC(=C1)F)=O